CC1=NC(=CC(=C1)C=1NC2=CC=C(C=C2C1C(C)C)C1CCN(CC1)CC1COC1)C 2-(2,6-dimethylpyridin-4-yl)-3-isopropyl-5-(1-(oxetan-3-ylmethyl)piperidin-4-yl)-1H-indole